6-[tert-butoxycarbonyl(methyl)amino]-6-methyl-5,7-dihydro-4H-benzothiophene-2-carboxylic acid C(C)(C)(C)OC(=O)N(C1(CC2=C(C=C(S2)C(=O)O)CC1)C)C